NC(C(=O)NCC(=O)O)CC1=CSC=C1 [2-amino-3-(thiophen-3-yl)propanamido]acetic acid